COC=1C=C2N=CC=3N(C2=CC1OC)C(=NN3)C3=CC=C(CNS(=O)(=O)NC(OC(C)(C)C)=O)C=C3 Tert-butyl (N-(4-(7,8-dimethoxy-[1,2,4]triazolo[4,3-a]quinoxalin-1-yl) benzyl) sulfamoyl)-carbamate